5-methoxy-2,3-dihydro-1H-indene-4-carbaldehyde COC1=C(C=2CCCC2C=C1)C=O